CC=1C(=CC=CC1)S(=O)[O-].C(C)[N+](CC)(CC)CC tetraethylammonium o-toluenesulfinate